COC12CC3(CC(CC(C1)C3)C2)NC2=N\C(\C(N2C)=O)=C/C2=CC3=C(N=CN3C)C=C2 (5Z)-2-[(3-Methoxy-1-adamantyl)amino]-3-methyl-5-[(3-methylbenzimidazol-5-yl)methylene]imidazol-4-one